NC1=NC2=C(C=3N1N=C(N3)C=3OC=CC3)C=NN2C(C(=O)N[C@H]2C[C@H](CC2)O)(C)C2=CC=CC=C2 2-(5-amino-2-(furan-2-yl)-7H-pyrazolo[4,3-e][1,2,4]triazolo[1,5-c]pyrimidin-7-yl)-N-((1R,3S)-3-hydroxycyclopentyl)-2-phenylpropanamide